N4-[2-[(tert-butyldimethylsilyl)oxy]ethyl]pyrimidine-4,6-diamine [Si](C)(C)(C(C)(C)C)OCCNC1=NC=NC(=C1)N